2-fluoropropyl-triazene tert-butyl-N-[(1R,4S)-4-[(Z)-N-(difluoromethoxy)-C-phenyl-carbonimidoyl]-2-methoxy-cyclohexyl]-N-methyl-carbamate C(C)(C)(C)OC(N(C)[C@H]1C(C[C@H](CC1)/C(=N/OC(F)F)/C1=CC=CC=C1)OC)=O.FC(CN=NN)C